(Ra)-6-(1-(4-(tert-Butyl)benzyl)-4-fluoro-1H-indol-7-carboxamido)spiro[3.3]heptan C(C)(C)(C)C1=CC=C(CN2C=CC3=C(C=CC(=C23)C(=O)NC2CC3(CCC3)C2)F)C=C1